lithium triflate lithium salt [Li+].[O-]S(=O)(=O)C(F)(F)F.[Li+].[O-]S(=O)(=O)C(F)(F)F